vanadium(IV) tetraoxide [O-2].[O-2].[O-2].[O-2].[V+4].[V+4]